NC1=NC=C(C(=N1)N)OC=1C(=CC(=C(C1)S(=O)(=O)N)OC)C(C)C 5-((2,4-diaminopyrimidin-5-yl)oxy)-4-isopropyl-2-methoxybenzenesulfonamide